2-methyl-5-(pyridin-2-yl)phenol CC1=C(C=C(C=C1)C1=NC=CC=C1)O